BrC1=CC=C(C=C1)CON=C(C)C=1C=C(OCC(=O)OC)C=CC1 methyl 2-(3-{N-[(4-bromophenyl)methoxy]ethanimidoyl}phenoxy)acetate